S(=O)(=O)([O-])[O-].[NH4+].[NH4+].[NH4+] Triammonium sulfate